1-(3,5-dimethylphenyl)-3-([4-(2-hydroxypropan-2-yl)furan-2-yl]sulfonyl)urea CC=1C=C(C=C(C1)C)NC(=O)NS(=O)(=O)C=1OC=C(C1)C(C)(C)O